C(#N)C=1C=C(C=CC1)C=1N=C(SC1C1=CC(=NC(=C1)C)C)NC(=O)N1CCN(CC1)C N-[4-(3-cyanophenyl)-5-(2,6-dimethyl-4-pyridyl)thiazol-2-yl]-4-methyl-piperazine-1-carboxamide